6-(benzo[d]thiazol-2-ylmethoxy)-4-(piperidine-1-carbonyl)quinoline-2-carboxylic acid S1C(=NC2=C1C=CC=C2)COC=2C=C1C(=CC(=NC1=CC2)C(=O)O)C(=O)N2CCCCC2